O1COC(CC1)=O 1,3-dioxan-4-one